5-(4,4-difluorocyclohex-1-en-1-yl)-N-isopropyl-2-naphthamide FC1(CC=C(CC1)C1=C2C=CC(=CC2=CC=C1)C(=O)NC(C)C)F